FC=1C=C(C=CC1)C1=NC2=CC=C(C=C2C(C1)=O)F 2-(3-fluorophenyl)-6-fluoro-quinolin-4-one